BrCCCCCCCO 7-Bromoheptanol